(S)-6-(6-methoxy-1H-imidazo[4,5-c]pyridin-2-yl)-2-methyl-7-((1-(pyrimidin-2-yl)ethyl)amino)-2H-pyrazolo[4,3-b]pyridin-5(4H)-one COC1=CC2=C(C=N1)N=C(N2)C2=C(C=1C(NC2=O)=CN(N1)C)N[C@@H](C)C1=NC=CC=N1